2,5-dimethyl-2,5-di(tert-butylperoxyl)hexyne CC(C)(C#CC(C)(OOC(C)(C)C)C)OOC(C)(C)C